C1=CC=CC=2C=CC=3N(C=4C=CC=CC4C3C21)C=2C(=C(C=CC2)N2C1=CC3=C(C=C1C1=CC=C4C(=C21)C=CC=C4)C=CC=C3)Br 13-(3-(7H-benzo[c]carbazol-7-yl)-2-bromophenyl)-13H-dibenzo[a,h]carbazole